1,3-dibromo-5-fluoro-2-methylbenzene BrC1=C(C(=CC(=C1)F)Br)C